ClC=1SC(=CC1C(=O)N[C@H](C(=O)NC=1C(N(C=CC1)CC(=O)NC1C2CC3CC(CC1C3)C2)=O)CCC(C(=O)NCC)=O)Cl (S)-2-(2,5-Dichlorothiophen-3-carboxamido)-N6-ethyl-N1-(1-(2-(2-adamantylamino)-2-oxoethyl)-2-oxo-1,2-dihydropyridin-3-yl)-5-oxohexandiamid